ethyl 2-acetyl-4-(4-methoxyphenyl)-4-oxobutanoate C(C)(=O)C(C(=O)OCC)CC(=O)C1=CC=C(C=C1)OC